3-(5-(difluoromethyl)-1-(tetrahydro-2H-pyran-2-yl)-1H-pyrazol-3-yl)-2-methylpyridine FC(C1=CC(=NN1C1OCCCC1)C=1C(=NC=CC1)C)F